Benzyl tert-butyl ((1S,2S,4S)-2-fluorocyclohexane-1,4-diyl)dicarbamate F[C@@H]1[C@H](CC[C@@H](C1)NC(OC(C)(C)C)=O)NC(OCC1=CC=CC=C1)=O